(2S,3S,4S,5S)-4-[[3-[2-methoxy-3-(trifluoromethyl)phenyl]-4,5-dimethyl-5-(trifluoromethyl)tetrahydrofuran-2-carbonyl]amino]pyridine-2-carboxamide COC1=C(C=CC=C1C(F)(F)F)[C@H]1[C@H](O[C@@]([C@H]1C)(C(F)(F)F)C)C(=O)NC1=CC(=NC=C1)C(=O)N